C(C=C)(=O)OCC1=C(C(=C(C(=C1O)C)COC(C=C)=O)O)COC(C=C)=O N'-((3,6-dihydroxy-5-methylbenzene-1,2,4-triyl) tri(methylene)) triacrylate